6-{5-chloro-2-[(oxan-4-yl)amino]pyrimidin-4-yl}-2-{2-oxo-2-[(3S)-3-phenylpiperidin-1-yl]ethyl}-2,3-dihydro-1H-isoindol-1-one ClC=1C(=NC(=NC1)NC1CCOCC1)C1=CC=C2CN(C(C2=C1)=O)CC(N1C[C@@H](CCC1)C1=CC=CC=C1)=O